CC1=C(C=CC(=C1)[N+](=O)[O-])N(C(OC(C)(C)C)=O)CCN1CCOCC1 tert-butyl N-(2-methyl-4-nitrophenyl)-N-[2-(morpholin-4-yl)ethyl]carbamate